N=1N2C(=CC1)C(C1(C2)CCNCC1)N 4'h,6'h-spiro[piperidine-4,5'-pyrrolo[1,2-b]pyrazol]-4'-amine